4'-chloro-10'-(1-(((1r,4r)-4-(hydroxymethyl)cyclohexyl)methyl)piperidin-4-yl)-5'H-spiro[cyclohexane-1,7'-indolo[1,2-a]quinazolin]-5'-one ClC=1C=2C(N=C3N(C2C=CC1)C1=CC(=CC=C1C31CCCCC1)C1CCN(CC1)CC1CCC(CC1)CO)=O